2-[(3R)-3-methylmorpholin-4-yl]-8-(1H-pyrazol-5-yl)-4-[3-(trifluoromethyl)-1H-pyrazol-4-yl]-1,7-naphthyridine C[C@H]1N(CCOC1)C1=NC2=C(N=CC=C2C(=C1)C=1C(=NNC1)C(F)(F)F)C1=CC=NN1